C(C)(C)(C)OC(=O)N1C=C(C=2C1=NC=C(C2)C(F)F)I 5-(difluoromethyl)-3-iodo-1H-pyrrolo[2,3-b]pyridine-1-carboxylic acid tert-butyl ester